C1(=CC=CC=C1)C1OC[C@H]2N1C(CC2)=O (7aS)-3-phenyltetrahydro-3H,5H-pyrrolo[1,2-c]oxazol-5-one